4,4-dimethyl-2-styryl-1-cosylazepane CC1(CC(N(CCC1)CCCCCCCCCCCCCCCCCCCC)C=CC1=CC=CC=C1)C